[2-(3,4-dimethoxyphenyl)oxazol-4-ylmethyl]methylamine COC=1C=C(C=CC1OC)C=1OC=C(N1)CNC